NC1=C(C=C(C=2C(C3=CC=CC=C3C(C12)=O)=O)NC1CCCCC1)S(=O)(=O)[O-].[Na+] sodium 1-amino-4-(cyclohexylamino)-9,10-dihydro-9,10-dioxoanthracene-2-sulphonate